NC=1C2=C(N=C(N1)Cl)N(C=C2)[C@@H]2C[C@@H]([C@@H]1[C@H]2OC(O1)(C)C)C=1C=C(C=CC1)CNC(OC(C)(C)C)=O tert-butyl N-({3-[(3aR,4R,6R,6aS)-6-{4-amino-2-chloropyrrolo[2,3-d]pyrimidin-7-yl}-2,2-dimethyl-tetrahydro-3aH-cyclopenta[d][1,3]dioxol-4-yl]phenyl}methyl)carbamate